5-ethylthio-1H-tetrazolyl-acetonitrile C(C)SC1=NN=NN1CC#N